FC(C(=O)O)(F)F.N1CC(C1)NC(=O)N1CCN(CC1)C(C1=C(C=C(C=C1)NC=1C=2N(C=CN1)C(=CN2)C2=CC=C(C=C2)OC(F)F)C)=O N-(azetidin-3-yl)-4-[4-[[3-[4-(difluoromethoxy)phenyl]imidazo[1,2-a]pyrazin-8-yl]amino]-2-methyl-benzoyl]piperazine-1-carboxamide trifluoroacetate